COC(=O)C1=C2C(=NC=C1C=1C=NN(C1C)CC13CC4CC(CC(C1)C4)C3)N(C(O2)=O)C=2C=NC(=CC2)Br 6-(1-(adamantan-1-ylmethyl)-5-methyl-1H-pyrazol-4-yl)-3-(6-bromopyridin-3-yl)-2-oxo-2,3-dihydro-oxazolo[4,5-b]pyridine-7-carboxylic acid methyl ester